N1CCC(CC1)N1C=NC2=C1C=CC=C2 (piperidin-4-yl)-1H-benzo[d]imidazole